COP(OC)(=O)C(C(C)=O)=[N+]=[N-] (1-diazo-2-oxopropyl)-phosphonic acid dimethyl ester